F[C@@H]1C[C@H](N(C1)C(CN1N=NC=C1)=O)C(=O)N[C@@H](C1=CC=CC=C1)C1=CC(=C(C=C1)C(C)C)F (2S,4R)-4-fluoro-N-[(S)-[3-fluoro-4-(propan-2-yl)phenyl](phenyl)methyl]-1-[2-(1H-1,2,3-triazol-1-yl)acetyl]pyrrolidine-2-carboxamide